FC(C1=NC=CC(=C1)N1CC(C1)CC(=O)N1CC2=C(C=3CCCC3N=C2C1)C)F 2-[1-(2-Difluoromethyl-pyridin-4-yl)-azetidin-3-yl]-1-(8-methyl-3,5,6,7-tetrahydro-1H-2,4-diaza-s-indacen-2-yl)-ethanone